COC1=CC=C(COC2=C3C=CC(=NC3=CN=C2)N=C(C2=CC=CC=C2)C2=CC=CC=C2)C=C1 N-(5-((4-methoxybenzyl)oxy)-1,7-naphthyridin-2-yl)-1,1-diphenylmethanimine